(S)-7-(1-(4-amino-3-(2-isopropoxypyrimidin-5-yl)-1H-pyrazolo[3,4-d]pyrimidin-1-yl)ethyl)-3-methyl-6-phenyl-5H-thiazolo[3,2-a]pyridin-5-one NC1=C2C(=NC=N1)N(N=C2C=2C=NC(=NC2)OC(C)C)[C@@H](C)C=2C=C1N(C(C2C2=CC=CC=C2)=O)C(=CS1)C